O=S1(N(CCC1)CC1=C2C=CNC2=CC(=C1OC=1C=CC(=C(C1)C=1NC(=CN1)C(C)C=1C(=C(C=CC1)CCC(=O)O)F)F)F)=O 3-(3-(1-(2-(5-((4-((1,1-dioxidoisothiazolidin-2-yl)methyl)-6-fluoro-1H-indol-5-yl)oxy)-2-fluorophenyl)-1H-imidazol-5-yl)ethyl)-2-fluorophenyl)propanoic acid